(R)-2-(4-chlorophenyl)-1-(4-((5R,7R)-7-hydroxy-5-methyl-6,7-dihydro-5H-cyclopenta[d]pyrimidin-4-yl)piperazin-1-yl)-3-((R)-3-hydroxypyrrolidin-1-yl)propan-1-one ClC1=CC=C(C=C1)[C@@H](C(=O)N1CCN(CC1)C=1C2=C(N=CN1)[C@@H](C[C@H]2C)O)CN2C[C@@H](CC2)O